8-chloro-5-((2-(2-((5-chloro-6-oxo-1,6-dihydropyridazin-4-yl)amino)ethyl)-2-azaspiro[3.3]heptan-6-yl)(methyl)amino)-2-methylisoquinolin-1(2H)-one ClC=1C=CC(=C2C=CN(C(C12)=O)C)N(C)C1CC2(CN(C2)CCNC=2C=NNC(C2Cl)=O)C1